1-{3-[3-(4-amino-7-methyl-5-{4-[(6-methylpyridin-2-yl)oxy]phenyl}-7H-pyrrolo[2,3-d]pyrimidin-6-yl)phenyl]-2,5-dihydro-1H-pyrrol-1-yl}prop-2-en-1-one NC=1C2=C(N=CN1)N(C(=C2C2=CC=C(C=C2)OC2=NC(=CC=C2)C)C=2C=C(C=CC2)C=2CN(CC2)C(C=C)=O)C